OC1=CC=C(NC(CCCCCCCCCCCCCCCCC)=O)C=C1 p-hydroxyoctadecananilide